OC1(CCN(CC1)C(CC(C)C1=CC=CC=C1)=O)CN1C=NC=2C(C1=O)=NN(C2C2=CC=C(CNCC(=O)NCCCCCCCCNC(C1=C(C=CC=C1)C)=O)C=C2)C N-(8-(2-((4-(6-((4-hydroxy-1-(3-phenylbutanoyl)piperidin-4-yl)methyl)-2-methyl-7-oxo-6,7-dihydro-2H-pyrazolo[4,3-d]pyrimidin-3-yl)benzyl)amino)acetamido)octyl)-2-methylbenzamide